BrC1=CC(=C(C=C1)C(=O)N1CCN(CC1)CCC)N1CCCC1 (4-bromo-2-pyrrolidin-1-ylphenyl)-(4-propylpiperazin-1-yl)methanone